(S)-N-(3-(2-((1,5-dimethyl-1H-pyrazol-3-yl)amino)-5-methylpyrimidin-4-yl)-1H-indol-7-yl)-2-(3-(pyrimidin-4-yloxy)pyrrolidin-1-yl)acetamide CN1N=C(C=C1C)NC1=NC=C(C(=N1)C1=CNC2=C(C=CC=C12)NC(CN1C[C@H](CC1)OC1=NC=NC=C1)=O)C